(1S,2R,3R,5R)-tert-butyl 3-((6-(4-(difluoromethyl)-2-methoxyphenyl) pyridazin-3-yl) (methyl) amino)-2-fluoro-8-azabicyclo[3.2.1]Octane-8-carboxylate FC(C1=CC(=C(C=C1)C1=CC=C(N=N1)N([C@H]1[C@H]([C@@H]2CC[C@H](C1)N2C(=O)OC(C)(C)C)F)C)OC)F